2-methoxy-4-(isopropoxydimethylsilylpropyl)aniline COC1=C(N)C=CC(=C1)CCC[Si](C)(C)OC(C)C